5-chloro-N-(2,4-difluoro-3-(((1-((2-(trimethylsilyl)ethoxy)methyl)-1H-pyrazolo[3,4-b]pyridin-5-yl)oxy)methyl)phenyl)-2-methoxypyridine-3-sulfonamide ClC=1C=C(C(=NC1)OC)S(=O)(=O)NC1=C(C(=C(C=C1)F)COC=1C=C2C(=NC1)N(N=C2)COCC[Si](C)(C)C)F